O1N=CC=C1N1C(NC(=CC1=O)N[C@@H](C)C1=CC=CC=C1)=O (S)-3-(isoxazol-5-yl)-6-((1-phenylethyl)amino)pyrimidine-2,4(1h,3h)-dione